SCCCCCCOC1=CC=C(C(=O)OC2=C(C=C(C=C2)OC(C2=CC=C(C=C2)OCCCCCCS)=O)C)C=C1 1'-(2-Methyl-1,4-phenylene) bis[4-[(6-mercaptohexyl)oxy]benzoate]